2-(2-phenylethylamino)-6-phenylamino-3-cyano-4-methylpyridine C1(=CC=CC=C1)CCNC1=NC(=CC(=C1C#N)C)NC1=CC=CC=C1